CC1=CC=C(C=C1)S(=O)(=O)OC Methyl 4-methylbenzeneSulfonate